2-trifluoromethylbenzoic acid FC(C1=C(C(=O)O)C=CC=C1)(F)F